tert-butyl (S)-4-((2-(4-(4-chlorophenyl)-2,3,9-trimethyl-6H-thieno[3,2-f][1,2,4]triazolo[4,3-a][1,4]diazepin-6-yl)acetoxy)methyl)benzoate ClC1=CC=C(C=C1)C1=N[C@H](C=2N(C3=C1C(=C(S3)C)C)C(=NN2)C)CC(=O)OCC2=CC=C(C(=O)OC(C)(C)C)C=C2